6-(2-cyclopropyl-6-fluoro-4-(3-fluoro-2-(methyl-d3)-2H-indazol-4-yl)benzyl)-6,7-dihydro-5H-pyrrolo[3,4-b]pyridin-5-one-7,7-d2 C1(CC1)C1=C(CN2C(C3=NC=CC=C3C2=O)([2H])[2H])C(=CC(=C1)C=1C2=C(N(N=C2C=CC1)C([2H])([2H])[2H])F)F